(P)-camphor-10-sulfonic acid C12(C(=O)CC(CC1)C2(C)C)CS(=O)(=O)O